2-Methyl-4-Methylenecyclohexane-1,3-Dial CC1C(CCC(C1C=O)=C)C=O